CN1C(N(CNC1)C)=O 1,3-dimethyl-1,3,5-triazacyclohexan-2-one